(R)-3-ethyl-6-iodo-2-(1-(4-methyl-1,4-diazepan-1-yl)butyl)quinazolin-4(3H)-one C(C)N1C(=NC2=CC=C(C=C2C1=O)I)[C@@H](CCC)N1CCN(CCC1)C